2-ethynyl-propane-1,2,3-triol C(#C)C(CO)(CO)O